CC(O)N(C1=NC(=NC(=N1)N(CO)CO)N(CO)CO)CO methyl-hexamethylolmelamine